4-fluoro-N-(2-(6-fluoro-1H-indol-3-yl)ethyl)-2-((3,4,5-trimethoxyphenyl)amino)benzamide FC1=CC(=C(C(=O)NCCC2=CNC3=CC(=CC=C23)F)C=C1)NC1=CC(=C(C(=C1)OC)OC)OC